CN1C(N(C2=C3C(=NC=C21)N(C=C3C=3C=C2C=NN(C2=CC3)C)S(=O)(=O)C3=CC=CC=C3)C3CCOCC3)=O 3-methyl-8-(1-methyl-1H-indazol-5-yl)-6-(phenylsulfonyl)-1-(tetrahydro-2H-pyran-4-yl)-3,6-dihydroimidazo[4,5-d]pyrrolo[2,3-b]pyridin-2(1H)-one